[Cl-].C(C1=CC=CC=C1)[N+](CC)(CC)CC benzyl-(triethylammonium) chloride